N1=CC=CC2=CC=CC(=C12)OCC(=O)O (Quinoline-8-oxy)acetic acid